FC1=CC=C(C=C1)C=CC(C(C)(C)C)=O 1-(4-fluorophenyl)-4,4-dimethylpent-1-en-3-one